C(C1=CC=CC=C1)OCCN1C(N(C=C(C1=O)Br)CC(=O)OC)=O Methyl [3-(2-benzyloxy-ethyl)-5-bromo-2,4-dioxo-3,4-dihydro-2H-pyrimidin-1-yl]-acetate